methyl (S)-4-amino-3-((oxetan-2-yl)methyl)aminobenzoate NC1=C(C=C(C(=O)OC)C=C1)NC[C@H]1OCC1